C(#N)C=1C(=NC(=C(C1CC)C#N)N1CCN(CCC1)C)SC(C(=O)N)C1=CC=C(C=C1)C(F)(F)F 2-((3,5-dicyano-4-ethyl-6-(4-methyl-1,4-diazepan-1-yl)pyridin-2-yl)sulfanyl)-2-(4-(trifluoromethyl)phenyl)acetamide